C(\C=C\C=C\C)(=O)[O-].C(\C=C\C=C\C)(=O)[O-].C(\C=C\C=C\C)(=O)[O-].[Na+].[Na+].[Na+] sodium trisorbate